methyl 2-(((methoxycarbonyl)amino)methyl)benzoate COC(=O)NCC1=C(C(=O)OC)C=CC=C1